2,4-dichloro-6-ethyltriazine ClN1NC(=CC(=N1)Cl)CC